6-(((S)-(6-fluoro-2-methylpyridin-3-yl)(1-((S)-1-fluoropropan-2-yl)-1H-1,2,3-triazol-4-yl)methyl)amino)-4-(neopentylamino)quinoline-3,8-dicarbonitrile FC1=CC=C(C(=N1)C)[C@@H](C=1N=NN(C1)[C@H](CF)C)NC=1C=C2C(=C(C=NC2=C(C1)C#N)C#N)NCC(C)(C)C